4-phenyl-9H-Carbazole-1,2,3,5,6,7,8-d7 C1(=CC=CC=C1)C1=C(C(=C(C=2NC3=C(C(=C(C(=C3C12)[2H])[2H])[2H])[2H])[2H])[2H])[2H]